Sodium Oxygen 4-(2-bromophenyl)-9,9-diphenyl-9H-fluorene BrC1=C(C=CC=C1)C1=CC=CC=2C(C3=CC=CC=C3C12)(C1=CC=CC=C1)C1=CC=CC=C1.[O].[Na]